O\N=C\C12CN(CC(CC1)N2C(=O)OC(C)(C)C)C(C2=CC=CC=C2)(C2=CC=CC=C2)C2=CC=CC=C2 tert-butyl 1-[(E)-hydroxyiminomethyl]-3-trityl-3,8-diazabicyclo[3.2.1]octane-8-carboxylate